C(C1=CC=CC=C1)[C@]12C[C@H](CC1=C1CCC=3C=C(C=CC3[C@@]1(CC2)C)OC)OC (9R,13R,16R)-13-benzyl-3,16-dimethoxy-9-methyl-7,9,11,12,13,15,16,17-octahydro-6H-cyclopenta[a]phenanthrene